dodecane-1,10-diol C(CCCCCCCCC(CC)O)O